6-(5-(imidazo[1,2-b]pyridazin-6-yl)-7H-pyrrolo[2,3-d]pyrimidin-2-yl)quinoline N=1C=CN2N=C(C=CC21)C2=CNC=1N=C(N=CC12)C=1C=C2C=CC=NC2=CC1